CC1=C(C(=CC=C1)C)C1=CC=NC2=CC(=CC=C12)O[C@@H](C(=O)N1C[C@H](CCC1)NS(=O)(=O)C)C N-[(3S)-1-[(2R)-2-[[4-(2,6-dimethylphenyl)-7-quinolyl]oxy]propanoyl]-3-piperidyl]methanesulfonamide